The molecule is a dipeptide composed of L-aspartic acid and glycine joined by a peptide linkage. It has a role as a metabolite. It derives from a L-aspartic acid and a glycine. C([C@@H](C(=O)NCC(=O)O)N)C(=O)O